C(C)N(C(C1=C(C=CC(=C1)F)OC1=C(N=CN=N1)N1CC2(CN(C2)[C@@H](C(C)C)CCC=O)CC1)=O)C(C)C (R)-N-ethyl-5-fluoro-N-isopropyl-2-((5-(2-(2-methyl-6-oxohexan-3-yl)-2,6-diazaspiro[3.4]octan-6-yl)-1,2,4-triazin-6-yl)oxy)benzamide